7-(2-((2-ethyl-4-(3-(methylamino)pyrrolidin-1-yl)phenyl)amino)-5-(trifluoromethyl)pyrimidin-4-yl)-4-methyl-3,4-dihydrothieno[2,3-f][1,4]thiazepin-5(2H)-one 1,1-dioxide C(C)C1=C(C=CC(=C1)N1CC(CC1)NC)NC1=NC=C(C(=N1)C1=CC2=C(C(N(CCS2(=O)=O)C)=O)S1)C(F)(F)F